F[C@H]1C[C@H](N(C1)C)CO ((2S,4S)-4-fluoro-1-methylpyrrolidin-2-yl)methanol